2H-pyrrolo[3,4-b][1,4]oxazin O1C=2C(=NCC1)C=NC2